BrC1=C(C=C(C=C1)C(C(=O)O)(C)C)F 2-(4-bromo-3-fluorophenyl)-2-methylpropanoic acid